C1(C=CC=C1)[Zr](OC1=CC=CC=C1)(OC1=CC=CC=C1)C1C=CC=C1 Dicyclopentadienyl-bisphenoxyzirconium